N-[2-(3,3-difluoropyrrolidin-1-yl)-4-(2-fluoro-phenyl)-3-pyridyl]-1-methyl-isoindoline-2-carboxamide FC1(CN(CC1)C1=NC=CC(=C1NC(=O)N1C(C2=CC=CC=C2C1)C)C1=C(C=CC=C1)F)F